FC1=C(C(=CC=C1)F)C=1NC2=C(C3=C(N1)C(=NN3)C)C=C(N=C2C)N2C[C@@H](N(CC2)C)C(F)(F)F (R)-5-(2,6-difluorophenyl)-3,7-dimethyl-9-(4-methyl-3-(trifluoromethyl)piperazin-1-yl)-1,6-dihydropyrazolo[4,3-d]pyrido[4,3-f][1,3]diazepine